(Z)-2-bromothiazole-4-carbaldehyde oxime BrC=1SC=C(N1)\C=N/O